FC(C)(F)[C@H]1[C@@H](C1)NCC1=CC(=C2CN(C(C2=C1)=O)C1=CC(=CC=C1)C1(CC(C1)OC)C1=NN=CN1C)C(F)(F)F 6-((((1R,2R)-2-(1,1-difluoroethyl)cyclopropyl)amino)methyl)-2-(3-((1r,3R)-3-methoxy-1-(4-methyl-4H-1,2,4-triazol-3-yl)cyclobutyl)phenyl)-4-(trifluoromethyl)isoindolin-1-one